FC1(CCC(CC1)[C@@H](C=1OC2=C(N1)C=C(C=C2)C(COC)=O)NC(OCC2=CC=CC=C2)=O)F Benzyl (S)-((4,4-difluorocyclohexyl)(5-(2-methoxyacetyl)benzo[d]oxazol-2-yl)methyl)carbamate